IC1=CC(=NC(=C1)N1CCOCC1)NC1CC(C1)(O)C (1R,3R)-3-((4-iodo-6-morpholinylpyridin-2-yl)amino)-1-methylcyclobutan-1-ol